((2-(3'-(5-((2-amino-2-methylazetidin-1-yl)methyl)-6-(difluoromethoxy)benzo[d]oxazol-2-yl)-2,2'-dimethyl-[1,1'-biphenyl]-3-yl)-6-(difluoromethoxy)benzo[d]oxazol-5-yl)methyl)-L-proline NC1(N(CC1)CC=1C(=CC2=C(N=C(O2)C=2C(=C(C=CC2)C2=C(C(=CC=C2)C=2OC3=C(N2)C=C(C(=C3)OC(F)F)CN3[C@@H](CCC3)C(=O)O)C)C)C1)OC(F)F)C